C(C)(C)(C)OC(N(C(CCO)C=1SC(=NN1)C)O)=O.CC1=NN=C(S1)C1N(OCC1)C(=O)OC(C)(C)C Tert-butyl 3-(5-methyl-1,3,4-thiadiazol-2-yl)isoxazolidine-2-carboxylate Tert-butyl-N-hydroxy-N-[3-hydroxy-1-(5-methyl-1,3,4-thiadiazol-2-yl)propyl]carbamate